CC1CC(C1N1CCOCC1)C(=O)OC methyl 3-methyl-4-morpholinylcyclobutanecarboxylate